ClC(=CC1C(C1C(=O)[O-])(C)C)Cl 3-(2,2-dichloroethenyl)-2,2-dimethylcyclopropanecarboxylate